CCCCCCCCCCS 1-Decylthiol